Methyl 2-([5-(3-cyclopropoxyphenyl)-1-[2-(propan-2-yl)phenyl]-1H-pyrazol-3-yl]methoxy)-2-methylpropanoate C1(CC1)OC=1C=C(C=CC1)C1=CC(=NN1C1=C(C=CC=C1)C(C)C)COC(C(=O)OC)(C)C